ClC1=CC2=C(N=C(N=C2)SC)C(=N1)NC(C)C 6-chloro-N-isopropyl-2-(methylthio)pyrido[3,4-d]pyrimidin-8-amine